FC=1CC2C(C(CCC2(C2CCC3(C(C12)CCC3[C@H](C)CCCC(O)C3=C(C=CC=C3)F)C)C)O)O 4-fluoro-1-[(2R)-6-(2-fluorophenyl)-6-hydroxyhexan-2-yl]-9a,11a-dimethyl-2,3,3a,5,5a,6,7,8,9,9a,9b,10,11,11a-tetradecahydro-1H-cyclopenta[1,2-a]phenanthrene-6,7-diol